NC=1C=CC(=C2CN(C(C12)=O)CC(C#N)=C)C1=CC(=C2C=NN(C2=C1)C)C1=CC=CC=C1 2-{[7-amino-4-(1-methyl-4-phenyl-1H-indazol-6-yl)-1-oxo-2,3-dihydro-1H-isoindol-2-yl]methyl}prop-2-enenitrile